C1(CC1)CN1N=CC(=C1)C1=C(C(=O)OCC)C=C(C=C1F)NC(=O)C1(CC1)C1=C(C=C(C=C1)OC(F)(F)F)F Ethyl 2-[1-(cyclopropylmeth-yl)-1H-pyrazol-4-yl]-3-fluoro-5-[({1-[2-fluoro-4-(trifluoromethoxy) phenyl]cyclopropyl}carbonyl) amino]benzoate